ethylphenyl-α-naphthylamine C(C)N(C1=CC=CC2=CC=CC=C12)C1=CC=CC=C1